COC1=NC=C(C(=N1)OC)C=1C=C(C=2N(N1)C(=CN2)F)[C@@H]2[C@H](C2)C2=CC=C(C=N2)C#N 6-[(1S,2S)-2-[6-(2,4-dimethoxypyrimidin-5-yl)-3-fluoro-imidazo[1,2-b]pyridazin-8-yl]cyclopropyl]pyridine-3-carbonitrile